2-(2'-propionyloxy-5'-methylphenyl)benzotriazole C(CC)(=O)OC1=C(C=C(C=C1)C)N1N=C2C(=N1)C=CC=C2